5,9-dimethyl-pentadecane CC(CCCC)CCCC(CCCCCC)C